ferrocenyl-propionic acid [C-]1(C=CC=C1)C(C(=O)O)C.[CH-]1C=CC=C1.[Fe+2]